4-[(Z)-non-2-enoxy]-4-oxo-butanoic acid C(\C=C/CCCCCC)OC(CCC(=O)O)=O